C1(=CC=CC=C1)C1=C(C(=NN=N1)C1=CC=CC=2[Se]C3=C(C21)C=CC=C3)C3=C(C(=CC=2C1=CC=CC=C1CC32)C)C [(phenyl)(dimethylfluorenyl)triazinyl]dibenzoselenophene